COC=1C=C(C=CC1OC)C1=CC=2C=NC(=CC2N1C)C=1C=NC(=CC1)N1CCN(CC1)C(C)C 2-(3,4-dimethoxyphenyl)-6-(6-(4-isopropylpiperazin-1-yl)pyridin-3-yl)-1-methyl-1H-pyrrolo[3,2-c]pyridine